C(C)OC1=NC2=C(N1CC1=CC=C(C=C1)C1=C(C=CC=C1)C=1NOC(N1)=O)C(=CC=C2)C(=O)O 2-ethoxy-1-[[2'-(5-oxo-2,5-dihydro-1,2,4-oxadiazol-3-yl)biphenyl-4-yl]methyl]-1H-benzimidazole-7-carboxylic acid